C[C@@H]1CN(CCC1)CC1=CC2=C(C(NC=C2)=O)N1COCC[Si](C)(C)C (S)-2-((3-methylpiperidin-1-yl)methyl)-1-((2-(trimethylsilyl)ethoxy)methyl)-1,6-dihydro-7H-pyrrolo[2,3-c]pyridin-7-one